C(C)(C)(C)C1=CC(=NC(=C1)C)C1CC(CC1)C1=CC(=NN1)NC1=C(C2=C(CS(C2)(=O)=O)C=C1)F 5-((5-(3-(4-(tert-butyl)-6-methylpyridin-2-yl)cyclopentyl)-1H-pyrazol-3-yl)amino)-4-fluoro-1,3-dihydrobenzo[c]thiophene 2,2-dioxide